(2S,3R,4R)-3,4-Diaminooctadecane-1,2-diol-dihydrochloride Cl.Cl.N[C@@H]([C@@H](CO)O)[C@@H](CCCCCCCCCCCCCC)N